(4-(4-Methylbenzoyl)piperazin-1-yl)(quinolin-2-yl)methanone CC1=CC=C(C(=O)N2CCN(CC2)C(=O)C2=NC3=CC=CC=C3C=C2)C=C1